N-(2-(naphthalen-1-yl)phenyl)naphthalene-1-amine C1(=CC=CC2=CC=CC=C12)C1=C(C=CC=C1)NC1=CC=CC2=CC=CC=C12